(2R,4R)-1-(3-chloro-2-fluorobenzyl)-4-((3-fluoro-4-(1-hydroxycyclopropyl)-6-((5-methyl-1H-pyrazol-3-yl)amino)pyridin-2-yl)methyl)-2-methylpiperidine-4-carboxylic acid ClC=1C(=C(CN2[C@@H](C[C@@](CC2)(C(=O)O)CC2=NC(=CC(=C2F)C2(CC2)O)NC2=NNC(=C2)C)C)C=CC1)F